tert-butyl 6-oxo-2-azaspiro[3.5]nonane-2-carboxylate O=C1CC2(CN(C2)C(=O)OC(C)(C)C)CCC1